6,6-dimethyl-4,6-dihydropyrrolo[3,4-c]pyrazole CC1(NCC=2C1=NNC2)C